FCC(CF)N1N=NC2=C1C=C(C=C2)C=2C=CN1N=C(N=C(C12)OC)N[C@@H]1[C@@H](CN(CC1)C(C)=O)F 1-((3R,4S)-4-((5-(1-(1,3-difluoropropan-2-yl)-1H-benzo[d][1,2,3]triazol-6-yl)-4-methoxypyrrolo[2,1-f][1,2,4]triazin-2-yl)amino)-3-fluoropiperidin-1-yl)ethan-1-one